Ethyl-1-(4-(10-(naphthalen-2-yl)anthracen-9-yl)phenyl)-1H-benzo[d]imidazole C(C)C1=NC2=C(N1C1=CC=C(C=C1)C=1C3=CC=CC=C3C(=C3C=CC=CC13)C1=CC3=CC=CC=C3C=C1)C=CC=C2